diethyl 3-bromo-1-methyl-4-oxo-1,4-dihydropyridine-2,5-dicarboxylate BrC1=C(N(C=C(C1=O)C(=O)OCC)C)C(=O)OCC